phosphate lithium sodium [Na+].[Li+].P(=O)([O-])([O-])O